BrC1=C(C=2N(C=C1)N=C(N2)N)OC 7-bromo-8-methoxy-[1,2,4]triazolo[1,5-a]pyridin-2-amine